tert-butyl (2S,5R)-2-[4-[[2-(dimethylamino)-2-oxo-ethyl]amino]phenyl]-5-methyl-piperidine-1-carboxylate CN(C(CNC1=CC=C(C=C1)[C@H]1N(C[C@@H](CC1)C)C(=O)OC(C)(C)C)=O)C